ClC1=C(C=C(OCC(=O)NC23CC(C2)(C3)C(=O)NCC=3SC=CC3C)C=C1)F 3-[2-(4-chloro-3-fluorophenoxy)acetamido]-N-[(3-methylthiophen-2-yl)methyl]bicyclo[1.1.1]pentane-1-carboxamide